CC1=C(C=C(N)C=C1)C1=NC=CC=C1 4-methyl-3-(pyridin-2-yl)aniline